C(C=C)(=O)O.C(C=C)(=O)O.C(C=C)(=O)O.C(C)OOOCC ethoxyether triacrylate